1,3-dimethylpyrimidine CN1CN(CC=C1)C